FC=1C(=C2C(=NC1)CC(C2)CNCCC2CN(C(O2)=O)C=2C=CC=1OCC(NC1N2)=O)C 6-[5-[2-[(3-fluoro-4-methyl-6,7-dihydro-5H-cyclopenta[b]pyridin-6-yl)methylamino]ethyl]-2-oxo-1,3-oxazolidin-3-yl]-4H-pyrido[3,2-b][1,4]oxazin-3-one